CN(CCCC(=O)OCC(COCCCCCCCC\C=C/CCCCCCCC)OCCCCCCCC\C=C/CCCCCCCC)C 3-O-(4-dimethylaminobutanoyl)-1,2-O-dioleyl-glycerol